F[C@@]12[C@@H](CNCC1)CN(C2=O)C=2C=CC(=C(C2)CC(C(=O)O)(C)C)C 3-(5-((3aS,7aR)-7a-fluoro-1-oxooctahydro-2H-pyrrolo[3,4-c]pyridin-2-yl)-2-methylphenyl)-2,2-dimethylpropanoic acid